CC=CCC(CC)C(=O)[O-] Hept-2-ene-5-carboxylate